(R)-N-((S)-1-(6-bromopyridin-3-yl)ethyl)-2-methylpropane-2-sulfinamid BrC1=CC=C(C=N1)[C@H](C)N[S@](=O)C(C)(C)C